BrC=1C=CC2=C(C(CNCC2)N)C1 8-bromo-2,3,4,5-tetrahydro-1H-benzo[d]azepin-1-amine